L-aspartic acid diamyl ester C(CCCC)OC([C@@H](N)CC(=O)OCCCCC)=O